N-(4-{[6,7-bis(methyloxy)quinolin-4-yl]oxy}-phenyl)-N'-(4-fluorophenyl)cyclopropane-1,1-dicarboxamide COC=1C=C2C(=CC=NC2=CC1OC)OC1=CC=C(C=C1)NC(=O)C1(CC1)C(=O)NC1=CC=C(C=C1)F